(2S,3S,4S)-4-fluoro-3-methoxy-pyrrolidine-1,2-dicarboxylic acid 1-tert-butyl ester C(C)(C)(C)OC(=O)N1[C@@H]([C@@H]([C@H](C1)F)OC)C(=O)O